O=C1NC(CCC1N1C(C2=C(C=CC(=C2C1=O)F)SCCCCCCCN1CCCCC1)=O)=O 2-(2,6-dioxopiperidin-3-yl)-4-fluoro-7-((7-(piperidin-1-yl)heptyl)thio)isoindoline-1,3-dione